1,7-octa-diene C=CCCCCC=C